ethyl 2-(4-chloro-5-((4-methoxybenzyl)amino)-6-oxopyridazin-1(6H)-yl)acetate ClC=1C=NN(C(C1NCC1=CC=C(C=C1)OC)=O)CC(=O)OCC